FC=1C(=NC(=NC1)NC1=CC=C(C(=O)N2C[C@H](CC2)N(C(OC(C)(C)C)=O)C)C=C1)C=1N(C(=NC1)C)C(C)C tert-butyl N-[(3S)-1-[4-[[5-fluoro-4-(3-isopropyl-2-methyl-imidazol-4-yl)pyrimidin-2-yl]amino]benzoyl]pyrrolidin-3-yl]-N-methyl-carbamate